methacryloxymethyl-TRIS(trimethylsiloxy)silane C(C(=C)C)(=O)OC[Si](O[Si](C)(C)C)(O[Si](C)(C)C)O[Si](C)(C)C